ClC1=CC=C2C(=N1)N(C=C2C2=C(C=C1C=CNC1=C2)OC)COCC[Si](C)(C)C 6-(6-chloro-1-[[2-(trimethylsilyl)ethoxy]methyl]pyrrolo[2,3-b]pyridin-3-yl)-5-methoxy-1H-indole